CC=1CC2C(C2CC1)(C)C 3,7,7-trimethyl-bicyclo[4.1.0]hept-3-ene